6,8-Dioxabicyclo(3.2.1)octane C12CCCC(OC1)O2